N-(4-(4-amino-7-(1-isobutyrylpiperidin-4-yl)pyrrolo[2,1-f][1,2,4]triazin-5-yl)phenyl)-3-cyclohexyl-1-isopropyl-2,4-dioxo-1,2,3,4-tetrahydropyrimidine-5-carboxamide NC1=NC=NN2C1=C(C=C2C2CCN(CC2)C(C(C)C)=O)C2=CC=C(C=C2)NC(=O)C=2C(N(C(N(C2)C(C)C)=O)C2CCCCC2)=O